CC1=C(OC2=C(C=C(C=C2C1=O)C)[C@@H](C)NC1=C(C(=O)O)C=CC=C1)C1=CC(=CC=C1)C1=NNC=C1 2-[[(1R)-1-[3,6-Dimethyl-4-oxo-2-[3-(1H-pyrazol-3-yl)phenyl]chromen-8-yl]ethyl]amino]benzoic acid